(7S)-2-[[1-[(2R)-2-(4-fluorophenyl)-2-hydroxy-ethyl]pyrazol-4-yl]methylamino]-4,7,8-trimethyl-5,7-dihydropteridin-6-one FC1=CC=C(C=C1)[C@H](CN1N=CC(=C1)CNC1=NC=2N([C@H](C(NC2C(=N1)C)=O)C)C)O